COCCOC1=CC=C2C(=C(C(N(C2=C1)C)=O)C(=O)N)N1CCC(CC1)C=1OC2=C(N1)C=C(C=C2)C 7-(2-methoxyethoxy)-1-methyl-4-[4-(5-methyl-1,3-benzooxazol-2-yl)piperidin-1-yl]-2-oxo-1,2-dihydroquinoline-3-carboxamide